(1-(piperazin-1-ylmethyl)-5-(trifluoromethyl)-3-azabicyclo[3.1.0]hex-3-yl)quinoline N1(CCNCC1)CC12CN(CC2(C1)C(F)(F)F)C1=NC2=CC=CC=C2C=C1